nonafluoro-valeryl chloride FC(C(C(C(=O)Cl)(F)F)(F)F)(C(F)(F)F)F